4-[5-(aminomethyl)pyrimidin-2-yl]-3-(5-methyl-2-morpholin-4-ylpyridin-4-yl)oxybenzonitrile NCC=1C=NC(=NC1)C1=C(C=C(C#N)C=C1)OC1=CC(=NC=C1C)N1CCOCC1